5,6-dihydronaphtho[2,1-f]quinoline N1=CC=CC2=C3C(=CC=C12)C1=CC=CC=C1CC3